7-chloro-5-((5-(4-hydroxypiperidin-1-yl)pyridin-2-yl)amino)-3-(4-methoxybenzyl)pyrido[2,3-d]pyrimidin-4(3H)-one ClC=1C=C(C2=C(N=CN(C2=O)CC2=CC=C(C=C2)OC)N1)NC1=NC=C(C=C1)N1CCC(CC1)O